10-di-p-tolylamino-9-(4-di-p-tolylamino-1-naphthyl)anthracene C1(=CC=C(C=C1)N(C1=C2C=CC=CC2=C(C2=CC=CC=C12)C1=CC=C(C2=CC=CC=C12)N(C1=CC=C(C=C1)C)C1=CC=C(C=C1)C)C1=CC=C(C=C1)C)C